FC1=CC=C(C=C1)C(N1CCN(CC1)C1=CC(N(C2=CC=C(N=C12)C#N)C)=O)C1=CC=C(C=C1)F 4-(Bis(4-fluorophenyl)methyl)-1-(6-cyano-1-methyl-2-oxo-1,2-dihydro-1,5-naphthyridin-4-yl)piperazin